2-(2-(2-hydroxy-4-nitrophenoxy)ethoxy)ethyl acetate C(C)(=O)OCCOCCOC1=C(C=C(C=C1)[N+](=O)[O-])O